(S)-(4-(difluoromethyl)-2-(1-hydroxycyclopropyl)oxazol-5-yl)(4-(7-fluorobenzo[d]oxazol-2-yl)-6,7-dihydro-1H-imidazo[4,5-c]pyridin-5(4H)-yl)methanone FC(C=1N=C(OC1C(=O)N1[C@@H](C2=C(CC1)NC=N2)C=2OC1=C(N2)C=CC=C1F)C1(CC1)O)F